[N+](=O)([O-])C(C(=O)O)CCCCCCCC(=O)O 2-nitro-sebacic acid